CN1C(N=C(C2=C1C=CC(=N2)C#N)N2[C@H](CC([C@H](C2)C)(OC2=CC(=CC=C2)C(F)(F)F)C)C)=O 1-Methyl-2-oxo-4-((2S,5S)-2,4,5-trimethyl-4-(3-(trifluoromethyl)phenoxy)piperidin-1-yl)-1,2-dihydropyrido[3,2-d]pyrimidin-6-carbonitril